methyl 3-(bis(4-methoxybenzyl) amino)-5-chloropyrazine-2-carboxylate COC1=CC=C(CN(C=2C(=NC=C(N2)Cl)C(=O)OC)CC2=CC=C(C=C2)OC)C=C1